chloro(crotyl)(tricyclohexylphosphine) palladium(II) [Pd+2].ClC1C(CCCC1)(P(C1CCCCC1)C1CCCCC1)CC=CC